6-fluoro-5-[4-({6-fluoro-1-methyl-4-oxo-5H-pyrazolo[4,3-c]quinolin-7-yl}methyl)piperazin-1-yl]-N-methylpyridin-2-carboxamide FC1=C(C=CC(=N1)C(=O)NC)N1CCN(CC1)CC=1C=CC=2C3=C(C(NC2C1F)=O)C=NN3C